C(C)(C)(C)OC(=O)N1C(CC(CC1)CO)CC1=C(C(=C(C=C1)Br)C(=O)OC)F (4-bromo-2-fluoro-3-(methoxycarbonyl)benzyl)-4-(hydroxymethyl)piperidine-1-carboxylic acid tert-butyl ester